(3aR,6aS)-5-[[6-(2-chloro-5-fluoro-phenyl)pyridazin-3-yl]oxymethyl]-2-(tetrahydropyran-4-ylmethyl)-3,3a,4,5,6,6a-hexahydro-1H-cyclopenta[c]pyrrole ClC1=C(C=C(C=C1)F)C1=CC=C(N=N1)OCC1C[C@@H]2[C@@H](CN(C2)CC2CCOCC2)C1